tert-butyl N-[2'-(2-methoxynaphthalene-1-sulfonamido)ethyl]carbamate COC1=C(C2=CC=CC=C2C=C1)S(=O)(=O)NCCNC(OC(C)(C)C)=O